1-(3-cyanobenzyl)-3-(3,5-dimethylisoxazol-4-yl)-4-oxo-4H-pyrido[1,2-a]pyrimidinium C(#N)C=1C=C(C[N+]2=C3N(C(C(=C2)C=2C(=NOC2C)C)=O)C=CC=C3)C=CC1